FC1=C(CN2C(N(C=3C=NC(=C(C32)C3=CC=CC=C3)C)C)=O)C(=CC(=C1)[S@](=O)(=N)C)F (S)-1-(2,6-difluoro-4-(S-methylsulfonimidoyl)benzyl)-3,6-dimethyl-7-phenyl-1,3-dihydro-2H-imidazo[4,5-c]pyridin-2-one